ICCOCCCCOCC#C (2-iodoethoxy)-4-prop-2-ynoxy-butane